C[SH-]C(OCC1OCC(OC1)CO[Si](C)(C)C(C)(C)C)=S O-((5-(((tert-butyldimethylsilyl) oxy) methyl)-1,4-dioxan-2-yl) methyl) S-methyldithiocarbonate